O-((2R,3S,4R,5R)-4-Fluoro-5-(hydroxymethyl)-2-(2-isobutyramido-6-oxo-1H-purin-9(6H)-yl)tetrahydrofuran-3-yl) S-hydrogen phosphonothioate P(O[C@H]1[C@@H](O[C@@H]([C@H]1F)CO)N1C=2N=C(NC(C2N=C1)=O)NC(C(C)C)=O)(S)=O